C(C)N(C(C1=C(C=CC(=C1)F)OC1=C(N=CN=N1)N1CC2(CN(C2)C(CCNCCOC)C(C)C)CC1)=O)C(C)C N-ethyl-5-fluoro-N-isopropyl-2-((5-(2-(1-((2-methoxyethyl)amino)-4-methylpentan-3-yl)-2,6-diazaspiro[3.4]octan-6-yl)-1,2,4-triazin-6-yl)oxy)benzamide